CSC=1N=C(C2=C(N1)CN(CC2)C(=O)OC(C)(C)C)OS(=O)(=O)C(F)(F)F tert-butyl 2-(methylthio)-4-(trifluoromethanesulfonyloxy)-5,6-dihydropyrido[3,4-d]pyrimidine-7(8H)-carboxylate